ClC=1C(=CC(=C(C1)NC(CN1C=2N(C(C(=C1CC)N1CCNCC1)=O)N=C(N2)N2CCCC2)=O)C)C(F)(F)F N-(5-chloro-2-methyl-4-(trifluoromethyl)phenyl)-2-(5-ethyl-7-oxo-6-(piperazin-1-yl)-2-(pyrrolidin-1-yl)-[1,2,4]triazolo[1,5-a]pyrimidin-4(7H)-yl)acetamide